1-(tert-butyl) 2-(4-cyanophenyl) (S)-pyrrolidine-1,2-dicarboxylate N1([C@@H](CCC1)C(=O)OC1=CC=C(C=C1)C#N)C(=O)OC(C)(C)C